C(C1=CC=CC=C1)C1C=2C=CC=NC2CCN1S(=O)C(C)(C)C 5-Benzyl-6-(tert-butylsulfinyl)-5,6,7,8-tetrahydro-1,6-naphthyridine